OC1CCC(N(C1)C(=O)OC(C)(C)C)C(=O)OC 1-tert-butyl 2-methyl 5-hydroxypiperidine-1,2-dicarboxylate